tert-butyl 6'-fluoro-1'-(4-methoxybenzyl)-4'-oxo-3',4'-dihydro-1'H-spiro[piperidine-4,2'-quinoline]-1-carboxylate FC=1C=C2C(CC3(N(C2=CC1)CC1=CC=C(C=C1)OC)CCN(CC3)C(=O)OC(C)(C)C)=O